(2-methoxyethoxy)cyclohexane-1-ol COCCOC1(CCCCC1)O